C(C)(=O)OC=1C(C(OC1C)C)=O 4-acetoxy-2,5-dimethyl-3(2H)furanone